methylvinylalloxane CC=CN1C(=O)NC(=O)C(=O)C1=O